3-[(4-{2-[2-(4-aminopiperidin-1-yl)ethoxy]ethoxy}-3-fluorophenyl)amino]piperidine NC1CCN(CC1)CCOCCOC1=C(C=C(C=C1)NC1CNCCC1)F